1-β-naphthalenesulfonyloxybenzotriazole C1=C(C=CC2=CC=CC=C12)S(=O)(=O)ON1N=NC2=C1C=CC=C2